(R)-isopropyl 2-amino-5-(4-(2-(3,5-difluorophenyl)-2-hydroxyacetamido)-2-methylphenyl)nicotinate NC1=C(C(=O)OC(C)C)C=C(C=N1)C1=C(C=C(C=C1)NC([C@H](O)C1=CC(=CC(=C1)F)F)=O)C